methylmagnesium C[Mg]